dimethyl-pyrrolo[2,3-d]pyrimidine-6-carboxamide CC=1C2=C(N=C(N1)C)N=C(C2)C(=O)N